ethyl 4-acetamido-1-(tetrahydro-2H-pyran-2-yl)-1H-pyrazole-3-carboxylate C(C)(=O)NC=1C(=NN(C1)C1OCCCC1)C(=O)OCC